N-((1R,2S)-2-phenylcyclopropyl)-3-((4-(pyridin-2-yl)phenyl)amino)benzamide C1(=CC=CC=C1)[C@H]1[C@@H](C1)NC(C1=CC(=CC=C1)NC1=CC=C(C=C1)C1=NC=CC=C1)=O